3α,21-dihydroxy-5α-pregnan-11,20-dione O[C@H]1C[C@@H]2CC[C@H]3[C@@H]4CC[C@H](C(CO)=O)[C@]4(CC([C@@H]3[C@]2(CC1)C)=O)C